6-(4-(6-chloropyridin-3-yl)-5-hydroxy-1H-pyrazol-1-yl)nicotinic acid ClC1=CC=C(C=N1)C=1C=NN(C1O)C1=NC=C(C(=O)O)C=C1